C(C)(C)(C)OC(=O)N1CC=2N=C(N=C(C2C1=O)N1CCOCCC1)Cl.BrC1=CC=C(C=C1)C(=C)C1=C(C(=O)N)C=CC=C1 (1-(4-bromophenyl)vinyl)benzamide tert-butyl-2-chloro-4-(1,4-oxazepan-4-yl)-5-oxo-7h-pyrrolo[3,4-d]pyrimidine-6-carboxylate